NC1=NC(=C(C(=N1)O)SC#N)N 2,6-diamino-5-thiocyanopyrimidin-4-ol